C(C1=CC=CC=C1)N1CCC(CC1)NC(COC1=CC=C(C=C1)C(\C=C\C1=CC=C(C=C1)C)=O)=O (E)-N-(1-benzylpiperidin-4-yl)-2-(4-(3-(4-tolyl)acryloyl)phenoxy)acetamide